C12NCC(CC1N1C(N(CC1)C)=O)C2 (2-azabicyclo[2.2.1]heptan-6-yl)-3-methylimidazolin-2-one